2-hydroxy-1-{4-[4-(2-hydroxy-2-methylpropoyl)benzyl]phenyl}-2-methylpropan-1-one OC(C(=O)C1=CC=C(C=C1)CC1=CC=C(C=C1)C(C(C)(C)O)=O)(C)C